C1NC(CC12CNCC2)=O 2,7-diazaspiro[4.4]nonane-3-one